C(C)(C)(C)OC(=O)N1CCC2(CCN(C2)C=2N=C3N4C=5C=CC=CC5NC4=C(C(C3=CN2)=O)C(=O)O)CC1 4-(8-tert-butoxycarbonyl-2,8-diazaspiro[4.5]decan-2-yl)-8-oxo-1,3,5,11-tetrazatetracyclo[8.7.0.02,7.012,17]heptadeca-2,4,6,9,12(17),13,15-heptaene-9-carboxylic acid